cyclohexane ethylacetate C(C)OC(C)=O.C1CCCCC1